N-(6-chloro-4-methoxypyridin-3-yl)-3-(2-isopropylphenyl)-1-(methylsulfonyl)azetidine-3-carboxamide ClC1=CC(=C(C=N1)NC(=O)C1(CN(C1)S(=O)(=O)C)C1=C(C=CC=C1)C(C)C)OC